5-fluoro-6-[(indan-4-ylamino)methyl]-1H-pyrazolo[3,4-b]pyridin-3-amine FC=1C=C2C(=NC1CNC1=C3CCCC3=CC=C1)NN=C2N